isopropyl-triolein C(C)(C)C(C(=O)OCC(COC(CCCCCCC\C=C/CCCCCCCC)=O)OC(CCCCCCC\C=C/CCCCCCCC)=O)CCCCCC\C=C/CCCCCCCC